C(C1=CC=CC=C1)OC1=C(C=C(C=C1)N1C(N2C(CN(C(C2)C)C(=O)OC(C)(C)C)=C1C(NCC1=C(C=CC=C1)C1=NC=NC=C1)=O)=O)NC(=O)OCC1=CC=CC=C1 tert-butyl 2-[4-(benzyloxy)-3-{[(benzyloxy)carbonyl]amino}phenyl]-6-methyl-3-oxo-1-({[2-(pyrimidin-4-yl)phenyl]methyl}carbamoyl)-5H,6H,8H-imidazo[1,5-a]pyrazine-7-carboxylate